anthracenyl-trimethoxysilane C1(=CC=CC2=CC3=CC=CC=C3C=C12)[Si](OC)(OC)OC